N-n-pentadecanoyl-histidine C(CCCCCCCCCCCCCC)(=O)N[C@@H](CC1=CNC=N1)C(=O)O